methyl 2-[[4-[3-[(4-chloro-2-fluoro-phenyl)methoxy]pyrazol-1-yl]-2-fluoro-5-methyl-phenyl]methyl]-3-[[(2S)-oxetan-2-yl]methyl]benzimidazole-5-carboxylate ClC1=CC(=C(C=C1)COC1=NN(C=C1)C1=CC(=C(C=C1C)CC=1N(C2=C(N1)C=CC(=C2)C(=O)OC)C[C@H]2OCC2)F)F